1,3,5-triazin-2-ylamino-biphenyl-2,2'-disulfonic acid disodium salt [Na+].[Na+].N1=C(N=CN=C1)NC1=C(C(=CC=C1)C=1C(=CC=CC1)S(=O)(=O)[O-])S(=O)(=O)[O-]